Imidazo[1,2-a]pyridine-7-carboxylic acid 4-(3,5-difluoro-benzenesulfonyl)-benzylamide FC=1C=C(C=C(C1)F)S(=O)(=O)C1=CC=C(CNC(=O)C2=CC=3N(C=C2)C=CN3)C=C1